ClC1=CC=2N(C=C1)N=C(C2C2=CC=C(C=C2)F)NC(C[C@](C(F)(F)F)(C)O)=O (S)-N-(5-chloro-3-(4-fluorophenyl)pyrazolo[1,5-a]pyridin-2-yl)-4,4,4-trifluoro-3-hydroxy-3-methylbutanamide